methyl 2-oxoacetate O=CC(=O)OC